10-[3-(dimethylamino)propyl]-3,4,6,7,9,10-hexahydroacridine-1,8(2H,5H)-dione CN(CCCN1C=2CCCC(C2CC=2C(CCCC12)=O)=O)C